CN(CCCNC(=O)C1=CC(=NC(=C1)C(=O)OC)C(=O)OC)C dimethyl 4-[3-(dimethylamino)propylcarbamoyl]pyridine-2,6-dicarboxylate